C1=CC=C(C=C1)C=CC2=CC(=NC=N2)C=CC3=CC=CC=C3 distyrylpyrimidine